(R)-1-((4-hydroxy-1-(3-phenylbutyryl)piperidin-4-yl)methyl)-N-isopropyl-N-methyl-6-oxo-4-(p-tolyl)-1,6-dihydropyridine-3-carboxamide OC1(CCN(CC1)C(C[C@@H](C)C1=CC=CC=C1)=O)CN1C=C(C(=CC1=O)C1=CC=C(C=C1)C)C(=O)N(C)C(C)C